C1(=CC=CC=C1)C(C)CC(C)N ((-)-1-phenylethyl)propan-2-amine